ClC1=C(C(=CC=C1)Cl)C1=NOC(=C1C1=CC2(C1)CCN(CC2)C=2SC1=C(N2)C(=CC(=C1)C(=O)O)F)C(C)C 2-(2-(3-(2,6-dichlorophenyl)-5-isopropylisoxazol-4-yl)-7-azaspiro[3.5]non-1-en-7-yl)-4-fluorobenzo[d]thiazole-6-carboxylic acid